(S)-N-(4-((4-(4-Aminopyrimidin-2-yl)-1,3-dimethyl-1H-pyrazol-5-yl)oxy)butan-2-yl)-6'-chloro-5-((3,3-difluoroazetidin-1-yl)methyl)-3-fluoro-[2,3'-bipyridin]-4'-amine NC1=NC(=NC=C1)C=1C(=NN(C1OCC[C@H](C)NC1=C(C=NC(=C1)Cl)C1=NC=C(C=C1F)CN1CC(C1)(F)F)C)C